CC=1N=C(SC1C(=O)N1C[C@H]([C@@H](CC1)C(=O)O)C1=CC=CC=C1)C=1C=NC(=CC1)C (3R,4R)-1-{[4-methyl-2-(6-methylpyridin-3-yl)-1,3-thiazol-5-yl]Carbonyl}-3-phenylpiperidine-4-carboxylic acid